N-(1-cyclobutyl-1H-pyrazol-4-yl)-2-(5-methyl-1H-pyrazol-4-yl)-1,3-thiazole-4-carboxamide C1(CCC1)N1N=CC(=C1)NC(=O)C=1N=C(SC1)C=1C=NNC1C